Tert-butyl 4-[1-(1-trityl-1H-imidazol-4-yl)vinyl]indole-1-carboxylate C(C1=CC=CC=C1)(C1=CC=CC=C1)(C1=CC=CC=C1)N1C=NC(=C1)C(=C)C1=C2C=CN(C2=CC=C1)C(=O)OC(C)(C)C